tetraphenylporphyrin chromium-cobalt [Co].[Cr].C1(=CC=CC=C1)C1=C2C=CC(C(=C3C=CC(=C(C=4C=CC(=C(C5=CC=C1N5)C5=CC=CC=C5)N4)C4=CC=CC=C4)N3)C3=CC=CC=C3)=N2